ClC1=CC=C(OC2CCN(CC2)S(=O)(=O)N2C[C@@H]3CC[C@H](C2)N3C(=O)OCCOC)C=C1 (1S,2R,5R)-3-((4-(4-chlorophenoxy)piperidin-1-yl)sulfonyl)-8-((2-methoxy-ethoxy)carbonyl)-3,8-diazabicyclo[3.2.1]octane